(5-(3-(3-(2-(3-Bromophenyl)-5-((2-methylbut-3-yn-2-yl)oxy)pentan-2-yl)-1H-1,2,4-triazol-5-yl)-4-fluorophenoxy)-6-fluoro-1H-indol-4-yl)methanol BrC=1C=C(C=CC1)C(C)(CCCOC(C)(C#C)C)C1=NNC(=N1)C=1C=C(OC=2C(=C3C=CNC3=CC2F)CO)C=CC1F